thallium tetrakis[3-[1-methoxy-2,2,2-trifluoro-1-(trifluoromethyl)ethyl]-5-(trifluoromethyl)phenyl]borate COC(C(F)(F)F)(C(F)(F)F)C=1C=C(C=C(C1)C(F)(F)F)[B-](C1=CC(=CC(=C1)C(F)(F)F)C(C(F)(F)F)(OC)C(F)(F)F)(C1=CC(=CC(=C1)C(F)(F)F)C(C(F)(F)F)(OC)C(F)(F)F)C1=CC(=CC(=C1)C(F)(F)F)C(C(F)(F)F)(OC)C(F)(F)F.[Tl+]